C([C@@H](O)C)(=O)O |r| (±)-L-lactic acid